water Calcium chloride [Cl-].[Ca+2].O.[Cl-]